S1C(=CC=C1)C1(OC(=C(C1=O)OC(C)=O)N)C 2-(2-thienyl)-2-methyl-4-acetoxy-5-amino-3(2H)-furanone